1-(benzo[d][1,3]dioxol-5-yl)-2-((methyl-d3)amino)propan-1-one HCl Cl.O1COC2=C1C=CC(=C2)C(C(C)NC([2H])([2H])[2H])=O